OCC1([C@@H](O)[C@H](O)[C@H](O1)CO)N1[C@@H](CCC1=O)C(=O)O N-fructosyl-pyroglutamic acid